pyridinyl-oxazolyl-succinimide N1=C(C=CC=C1)C1(C(=O)NC(C1)=O)C=1OC=CN1